NC1=C(C=C2C(=N1)C(CN2C(C)=O)(C)C)CC2=C(C=C(C=C2)F)OC 1-(5-amino-6-(4-fluoro-2-methoxybenzyl)-3,3-dimethyl-2,3-dihydro-1H-pyrrolo[3,2-b]pyridin-1-yl)ethan-1-one